O(C1=CC=CC=C1)C=1C=C(COC(=O)[C@H]2C([C@@H]2C=C(C)C)(C)C)C=CC1 3-Phenoxybenzyl-(1R,3R)-2,2-dimethyl-3-(2-methylprop-1-enyl)cyclopropancarboxylat